2-(trifluoromethyl)-1,8-naphthyridine-3-carboxylic acid FC(C1=NC2=NC=CC=C2C=C1C(=O)O)(F)F